(S)-3-benzyloxy-1,2-propanediol C(C1=CC=CC=C1)OC[C@H](CO)O